4-{1-[4-(4-hydroxy-3-methylphenyl)-4-methylcyclohexyl]-1-methylethyl}-2-methylphenol OC1=C(C=C(C=C1)C1(CCC(CC1)C(C)(C)C1=CC(=C(C=C1)O)C)C)C